(R)-N4-(1-(3-amino-5-(trifluoromethyl)phenyl)ethyl)-2-(azetidin-1-yl)-N6-isopropylpyrido[3,4-d]pyrimidine-4,6-diamine NC=1C=C(C=C(C1)C(F)(F)F)[C@@H](C)NC=1C2=C(N=C(N1)N1CCC1)C=NC(=C2)NC(C)C